racemic-5'-Methoxy-2-{3-[(5-methoxypyrimidin-4-yl)amino]-1H-indazol-6-yl}spiro[cyclopropane-1,3'-indol]-2'(1'H)-one COC=1C=C2C3(C(NC2=CC1)=O)C(C3)C3=CC=C1C(=NNC1=C3)NC3=NC=NC=C3OC